[C@@H]12N(C[C@@H](NC1)C2)C2=CC=C1C(=N2)N(C(=N1)C1=CC=C(C=C1)F)C1=CC(=NC=C1)NC(C1=CC=CC=C1)=O N-(4-{5-[(1S,4S)-2,5-diazabicyclo[2.2.1]heptan-2-yl]-2-(4-fluorophenyl)-3H-imidazo[4,5-b]pyridin-3-yl}pyridin-2-yl)benzamide